C(C)OC(C1=C(C(=C(C=C1)C(F)F)SC)Cl)=O Ethyl-2-chloro-4-(difluoromethyl)-3-(methylsulfanyl)benzoat